S(=O)(=O)(O)O[C@@H]1[C@H](C(O)O[C@@H]([C@@H]1O)CO)N galactosamine 3-sulfate